C(C)(C)(C)OC(=O)N1CCC(CC1)C=1C=NN(C1)C1=CC(=C2CN(C(C2=C1)=O)C(C(=O)O[Li])C1=C2N(C=N1)CCC2)F [2-[6-[4-(1-tert-butoxycarbonyl-4-piperidinyl)pyrazol-1-yl]-4-fluoro-1-oxo-isoindolin-2-yl]-2-(6,7-dihydro-5H-pyrrolo[1,2-c]imidazol-1-yl)acetyl]oxylithium